FC1=CC=C(C=C1)C(CC1=CC=NC=C1)=O 1-(4-fluorophenyl)-2-(pyridin-4-yl)ethan-1-one